1,5-anhydro-2,3-dideoxy-3-(7-methoxy-6-(4-(1-methyl-1H-imidazol-4-yl)benzyl)-4-oxoquinazolin-3(4H)-yl)-L-threo-pentitol COC1=C(C=C2C(N(C=NC2=C1)[C@H]1CCOC[C@@H]1O)=O)CC1=CC=C(C=C1)C=1N=CN(C1)C